C(CCCCCCCCCCC)SCC1=C(C(=CC(=C1)CSCCCCCCCCCCCC)C)O 2,4-bis(dodecyl-thiomethyl)-6-methylphenol